N-((7-(5-(difluoromethyl)-1,3,4-oxadiazol-2-yl)imidazo[1,2-a]pyridin-2-yl)methyl)-1-isopropyl-N-phenylpiperidine-4-sulfonamide FC(C1=NN=C(O1)C1=CC=2N(C=C1)C=C(N2)CN(S(=O)(=O)C2CCN(CC2)C(C)C)C2=CC=CC=C2)F